(S)-3-amino-4,4-dimethylvaleric acid N[C@@H](CC(=O)O)C(C)(C)C